piperidin-4-yl (1r,3r)-3-((6-(5-(6-methylpyridin-2-yl)-1H-imidazol-4-yl)quinolin-3-yl)amino)cyclobutane-1-carboxylate CC1=CC=CC(=N1)C1=C(N=CN1)C=1C=C2C=C(C=NC2=CC1)NC1CC(C1)C(=O)OC1CCNCC1